FC=1C(=NC=2N(C1)C=C(N2)C2=C(C=C(C=C2)N2N=CC=N2)O)C2CC(NC(C2)(C)C)(C)C 2-(6-fluoro-7-(2,2,6,6-tetramethylpiperidin-4-yl)imidazo[1,2-a]pyrimidin-2-yl)-5-(2H-1,2,3-triazol-2-yl)phenol